4-(3,4-dihydroquinolin-1(2H)-ylsulfonyl)-N-(3-(1-hydroxyethyl)phenyl)benzamide methyl-4-(3-(tert-butoxycarbonylamino)cyclobutylamino)-6-chloropyridazine-3-carboxylate COC(=O)C=1N=NC(=CC1NC1CC(C1)NC(=O)OC(C)(C)C)Cl.N1(CCCC2=CC=CC=C12)S(=O)(=O)C1=CC=C(C(=O)NC2=CC(=CC=C2)C(C)O)C=C1